Cl.N[C@H](CNC(=O)C=1NC2=CC(=CC=C2C1)C1=CC=CC=C1)COCCN (R)-N-(2-amino-3-(2-aminoethoxy)propyl)-6-phenyl-1H-indole-2-carboxamide hydrogen chloride salt